ClC=1C(=C2C=NC(=NN2C1C(C(F)(F)F)C)N[C@H]1[C@@H](COCC1)O)F (3S,4R)-4-((6-chloro-5-fluoro-7-(1,1,1-trifluoropropan-2-yl)pyrrolo[2,1-f][1,2,4]triazin-2-yl)amino)tetrahydro-2H-pyran-3-ol